ethyl (4R)-8-ethynyl-6-(2-fluorophenyl)-4-methyl-4H-imidazo[1,5-a][1,4]benzodiazepine-3-carboxylate C(#C)C=1C=CC2=C(C(=N[C@@H](C=3N2C=NC3C(=O)OCC)C)C3=C(C=CC=C3)F)C1